[(2R,3S,4R,5R)-3,4,6-triacetyloxy-5-(1,3-dioxoisoindol-2-yl)oxan-2-yl]methyl acetate C(C)(=O)OC[C@H]1OC([C@@H]([C@H]([C@@H]1OC(C)=O)OC(C)=O)N1C(C2=CC=CC=C2C1=O)=O)OC(C)=O